tert-butyl 2-[3-[[5-[(3-methoxy-2,6-dimethyl-phenyl)carbamoyl]thiazol-2-yl]amino]pyrazol-1-yl]propanoate COC=1C(=C(C(=CC1)C)NC(=O)C1=CN=C(S1)NC1=NN(C=C1)C(C(=O)OC(C)(C)C)C)C